C(C)(C)(C)OC(CCCOCC1(CCN(CC1)C(=O)OCC1=CC=CC=C1)O)=O benzyl 4-{[4-(tert-butoxy)-4-oxobutoxy]methyl}-4-hydroxypiperidine-1-carboxylate